C(C)(C)(C)C1N(CCC(C1)COC(=O)ON1C(CCC1=O)=O)C(=O)O.OB1OCC2=C1C=C(C=C2)C(=O)NCC(=O)O N-(1-hydroxy-1,3-dihydrobenzo[c][1,2]oxaborole-6-carbonyl)glycine Tert-butyl-4-(((((2,5-dioxopyrrolidin-1-yl)oxy)carbonyl)oxy)methyl)piperidine-1-carboxylate